2,2'-[hexane-1,6-diylbis(oxymethylene)]dioxirane C(CCCCCOCC1OC1)OCC1OC1